ETHYL 3-UREIDOPROPIONATE N(C(=O)N)CCC(=O)OCC